ClC(=O)OC(C(=O)[O-])(C)C (chlorocarbonyl)oxyisobutyrate